2-bromo-5,6,7,8-tetrahydro-[1,2,4]triazolo[1,5-a]pyrazine BrC1=NN2C(CNCC2)=N1